1-(4-((3-chloro-1H-pyrrolo[2,3-B]pyridin-4-yl)oxy)-2-fluorophenyl)-3-(4-((4-(dimethylamino)piperidin-1-yl)methyl)-3-(trifluoromethyl)phenyl)urea ClC1=CNC2=NC=CC(=C21)OC2=CC(=C(C=C2)NC(=O)NC2=CC(=C(C=C2)CN2CCC(CC2)N(C)C)C(F)(F)F)F